CC(C#CC1=C(C=C(OC2=C(N=NN2)C(=O)O)C=C1)OC)(C)C 5-(4-(3,3-dimethylbut-1-ynyl)-3-methoxyphenoxy)-1H-1,2,3-triazole-4-carboxylic acid